ClC1=CC(=C(C=C1)CN(C(=O)NCC1=CC=C(C=C1)OC(C)C)C1CCN(CC1)C)F 1-[(4-chloro-2-fluorophenyl)methyl]-1-(1-methylpiperidin-4-yl)-3-{[4-(propane-2-yloxy)phenyl]methyl}urea